NC1=NC=C(C(=C1)COC=1C(=NC=C(N1)C1=CC(=C2CCN(CC2=C1)C)C)N)C 3-((2-amino-5-methylpyridin-4-yl)methoxy)-5-(2,5-dimethyl-1,2,3,4-tetrahydroisoquinolin-7-yl)pyrazin-2-amine